diethyl(5-(((5-fluoro-2,3-dihydrobenzofuran-4-yl)methyl)amino)-8-(6-(trifluoromethyl)pyridin-3-yl)imidazo[1,5-c]pyrimidin-1-yl)phosphine oxide C(C)P(C=1N=CN2C(=NC=C(C21)C=2C=NC(=CC2)C(F)(F)F)NCC2=C(C=CC1=C2CCO1)F)(CC)=O